(R)-(4-((1-(5-amino-3-(difluoromethyl)-2-fluorophenyl)ethyl)amino)-6-((2-methoxyethyl)amino)-2-methylquinazoline-7-yl)(1,1-dioxothiomorpholino)methanone NC=1C=C(C(=C(C1)[C@@H](C)NC1=NC(=NC2=CC(=C(C=C12)NCCOC)C(=O)N1CCS(CC1)(=O)=O)C)F)C(F)F